3-(furan-2-yl)-1H-1,2,4-triazole-5(4H)-thione O1C(=CC=C1)C1=NNC(N1)=S